N1N=CN=C1C(C)NC(C1=CC(=CC(=C1)C(F)(F)F)C(F)(F)F)=O N-[1-(1H-1,2,4-triazol-5-yl)ethyl]-3,5-bis(trifluoromethyl)benzamide